FC1=CC=C(C=C1)N1N=CC=2C1=NC(=NC2NC(=O)C=2SC(=CC2)[N+](=O)[O-])N2N=C(C=C2)C N-(1-(4-fluorophenyl)-6-(3-methyl-1H-pyrazol-1-yl)-1H-pyrazolo[3,4-d]pyrimidin-4-yl)-5-nitrothiophene-2-carboxamide